CC1=CC=CC(=N1)C1=C(N=CN1)C=1C=C2C=C(C=NC2=CC1)C(=O)OCCCCN1CC2(C1)CNC2 4-(2,6-diazaspiro[3.3]heptan-2-yl)butyl 6-(5-(6-methylpyridin-2-yl)-1H-imidazol-4-yl)quinoline-3-carboxylate